2-(2,4-difluorobenzyl)-2-fluorobutanamide FC1=C(CC(C(=O)N)(CC)F)C=CC(=C1)F